acenaphtho[1,2-b]quinoxaline-9,10-dinitrile C1=CC=C2C=CC=C3C2=C1C1=NC2=CC(=C(C=C2N=C13)C#N)C#N